2-methyl-N-(2-methyl-4-(N-(2-(1-methylpiperidin-4-yl)propan-2-yl)sulfamoyl)phenyl)benzamide methyl-2-[4-[4,6-bis(2,4-dihydroxyphenyl)-1,3,5-triazin-2-yl]-3-hydroxy-phenoxy]propanoate COC(C(C)OC1=CC(=C(C=C1)C1=NC(=NC(=N1)C1=C(C=C(C=C1)O)O)C1=C(C=C(C=C1)O)O)O)=O.CC1=C(C(=O)NC2=C(C=C(C=C2)S(NC(C)(C)C2CCN(CC2)C)(=O)=O)C)C=CC=C1